C(C)N(CCCNC(=O)C1CCN(CC1)C1=NN=C(C=2C1=NN(C2C)C2=CC=CC=C2)C)CC N-(3-Diethylaminopropyl)-1-(3,4-dimethyl-2-phenylpyrazolo[3,4-d]pyridazin-7-yl)piperidine-4-carboxamide